1-(7-((3-Ethyl-2-azaspiro[4.4]nonan-2-yl)sulfonyl)-3,4-dihydroisoquinolin-2(1H)-yl)-2,2,2-trifluoroethan-1-one C(C)C1N(CC2(C1)CCCC2)S(=O)(=O)C2=CC=C1CCN(CC1=C2)C(C(F)(F)F)=O